BrC1=NC(=C(C=C1Cl)F)C1=C(C(=C(C=C1F)F)F)F 2-bromo-3-chloro-5-fluoro-6-(2,3,4,6-tetrafluorophenyl)pyridine